BrC=1C(=NC(=CC1)C=1N=NN(C1CBr)C)CC 3-bromo-6-(5-(bromomethyl)-1-methyl-1H-1,2,3-triazol-4-yl)-2-ethylpyridine